ClC1=C(C=C(C=C1)N1C(OC(C1=O)(C)C)=O)OC[C@@H]1CC[C@H](CC1)C(=O)N1OCC[C@H]1C1=CC(=CC(=C1)F)F trans-3-(4-chloro-3-((4-((S)-3-(3,5-difluorophenyl)isoxazolidine-2-carbonyl)cyclohexyl)methoxy)phenyl)-5,5-dimethyloxazolidine-2,4-dione